4-(4-((3-ethyl-9-fluoro-2-oxo-2,3-dihydro-1H-pyrimido[4,5,6-de]quinazolin-8-yl)methyl)piperazin-1-yl)-3-methylbenzoic acid methyl ester COC(C1=CC(=C(C=C1)N1CCN(CC1)CC1=CC=2C3=C(N(C(NC3=C1F)=O)CC)N=CN2)C)=O